ClC=1C=C(C=CC1OCOC)N1N=NC(=C1C)CO (1-(3-chloro-4-(methoxymethoxy)phenyl)-5-methyl-1H-1,2,3-triazol-4-yl)methanol